(S)-1-(2-((3-(4-(3-(difluoromethyl)phenoxy)phenyl)-1H-pyrazolo[3,4-d]pyrimidin-1-yl)methyl)pyrrolidin-1-yl)prop-2-en-1-one FC(C=1C=C(OC2=CC=C(C=C2)C2=NN(C3=NC=NC=C32)C[C@H]3N(CCC3)C(C=C)=O)C=CC1)F